N1C(CC2=CC=CC=C12)=O 1,3-dihydroindol-2-one